4-(chloromethyl)-2-isopropylthiazole ClCC=1N=C(SC1)C(C)C